BrC1=C(C(=CC(=C1O)Br)/C=N/C=1C=CC2=C(N=C(O2)C2=CC=NC=C2)C1)O (E)-2,4-dibromo-6-(((2-(pyridin-4-yl)benzo[d]oxazol-5-yl)imino)methyl)benzene-1,3-diol